C(#N)C1=C(C=CC=C1)/N=C/N(C)C (E)-N'-(2-cyanophenyl)-N,N-dimethylformamidine